tert-butyl 4-(2-bromo-3H-imidazo[4,5-b]pyridin-7-yl)piperidine-1-carboxylate BrC1=NC=2C(=NC=CC2C2CCN(CC2)C(=O)OC(C)(C)C)N1